3-amino-N-[(6S)-2-[(3S,4R)-4-amino-3-methoxy-3-methylpyrrolidin-1-yl]-5,6,7,8-tetrahydroquinolin-6-yl]-6-methylthieno[2,3-b]pyridine-2-carboxamide NC1=C(SC2=NC(=CC=C21)C)C(=O)N[C@@H]2CC=1C=CC(=NC1CC2)N2C[C@]([C@@H](C2)N)(C)OC